C(C)(=O)N1CCC2(C[C@@H](N(C2=O)C)CCN2[C@H](CN(CC2)C2=CC=C(C=C2)F)C)CC1 (R)-8-acetyl-3-(2-((S)-4-(4-fluorophenyl)-2-methylpiperazin-1-yl)ethyl)-2-methyl-2,8-diazaspiro[4.5]decan-1-one